methyl N-[4-methyl-5-({4-[(2S)-2-({8-[3-(4-methylpiperazin-1-yl)phenyl]quinazolin-4-yl}amino)propyl]piperazin-1-yl}sulfonyl)-1,3-thiazol-2-yl]carbamate CC=1N=C(SC1S(=O)(=O)N1CCN(CC1)C[C@H](C)NC1=NC=NC2=C(C=CC=C12)C1=CC(=CC=C1)N1CCN(CC1)C)NC(OC)=O